benzyl [(5-bromo-1-{[2-(trimethylsilyl)ethoxy]methyl}-1H-benzimidazol-2-yl)methyl]carbamate BrC1=CC2=C(N(C(=N2)CNC(OCC2=CC=CC=C2)=O)COCC[Si](C)(C)C)C=C1